(R)-1-(2-hydroxy-1-phenylethyl)-3-(4-methoxy-3-((4-methylpentyl)oxy)phenyl)urea OC[C@@H](C1=CC=CC=C1)NC(=O)NC1=CC(=C(C=C1)OC)OCCCC(C)C